C(C)(C)(C)OC(=O)N1C(C[C@H](C1)C#N)C=1C=NC(=C(C1)OC)CN1N=CC=2N=C(N=C(C21)N[C@H](CCO)CCC)N (4R)-2-(6-((5-amino-7-(((S)-1-hydroxyhex-3-yl)amino)-1H-pyrazolo[4,3-d]Pyrimidin-1-yl)methyl)-5-methoxypyridin-3-yl)-4-cyanopyrrolidine-1-carboxylic acid tert-butyl ester